C1=CC=CC=2OC3=CC=CC=C3C(C12)=O 9H-xanthenone